4-(2-fluoro-6-methoxyphenyl)-2-(6-(((3r,4s)-4-hydroxypyrrolidin-3-yl)amino)-4-methylpyridin-2-yl)-2,3-dihydro-1H-pyrrolo[3,4-c]pyridin-1-one FC1=C(C(=CC=C1)OC)C1=NC=CC2=C1CN(C2=O)C2=NC(=CC(=C2)C)N[C@@H]2CNC[C@@H]2O